NC1=NC(=NC2=C(C=CC=C12)C1=NC=CC(=C1)NS(=O)(=O)C=C)NC=1C=NC(=CC1)N1CCN(CC1)C N-(2-(4-amino-2-((6-(4-methylpiperazin-1-yl)pyridin-3-yl)amino)quinazolin-8-yl)pyridin-4-yl)ethenesulfonamide